7-(1-(((3-fluoropyridin-2-yl)oxy)methyl)-7-azabicyclo[2.2.1]heptan-7-yl)-4-oxo-1,4-dihydroquinoline-3-carboxylic acid FC=1C(=NC=CC1)OCC12CCC(CC1)N2C2=CC=C1C(C(=CNC1=C2)C(=O)O)=O